(4-(2-(2-(3-((dimethylamino)methyl)imidazo[1,2-a]pyridin-6-yl)-5-fluorophenoxy)ethyl)-1,5-dimethyl-1H-pyrazol-3-yl)propan-2-ol CN(C)CC1=CN=C2N1C=C(C=C2)C2=C(OCCC=1C(=NN(C1C)C)CC(C)O)C=C(C=C2)F